N1N=CC(=C1)CC(=O)N 1H-pyrazol-4-yl-acetamide